CN1N=C(C2=CC(=CC=C12)C1=NOC(=N1)C1CCN(CC1)C(=O)N1CCCCC1)C (4-(3-(1,3-dimethyl-1H-indazol-5-yl)-1,2,4-oxadiazol-5-yl)piperidin-1-yl)(piperidin-1-yl)methanone